[Si](C)(C)(C(C)(C)C)OCC1=CC=C(C=C1)N1N=C(C=C1)CC(=O)O 2-[1-(4-[(tert-butyldimethylsilyl)oxy]methylphenyl)-1H-pyrazol-3-yl]acetic acid